3-(2,4-bis{bis[2-({2-[(α-D-mannopyranosyl) oxy]ethyl}amino)-2-oxoethyl]amino}butanamido)propanoate [C@H]1([C@@H](O)[C@@H](O)[C@H](O)[C@H](O1)CO)OCCNC(CN(C(C(=O)NCCC(=O)[O-])CCN(CC(NCCO[C@@H]1[C@@H](O)[C@@H](O)[C@H](O)[C@H](O1)CO)=O)CC(NCCO[C@@H]1[C@@H](O)[C@@H](O)[C@H](O)[C@H](O1)CO)=O)CC(NCCO[C@@H]1[C@@H](O)[C@@H](O)[C@H](O)[C@H](O1)CO)=O)=O